1-(2-(imidazo[1,5-a]pyrazin-8-yl)-2-azaspiro[3.3]heptan-6-yl)-3-(3-(trifluoromethyl)phenyl)urea C=1N=CN2C1C(=NC=C2)N2CC1(C2)CC(C1)NC(=O)NC1=CC(=CC=C1)C(F)(F)F